1,4-bis(hydroxydimethyl-silyl)benzene (2R,6R)-tert-butyl-2-((benzyloxy)methyl)-6-methylmorpholine-4-carboxylate C(C)(C)(C)OC(=O)N1C[C@@H](O[C@@H](C1)C)COCC1=CC=CC=C1.O[Si](C1=CC=C(C=C1)[Si](C)(C)O)(C)C